NAPHTHYL ETHYL ETHER C(C)OC1=CC=CC2=CC=CC=C12